C[C@@H]1CC[C@H](N(C1)C(C(=O)NC1=NC=CC=C1C(=O)N)=O)C=1C=CC2=C(C[C@H](O2)C)C1 [[2-[(2S,5R)-5-methyl-2-[(2R)-2-methyl-2,3-dihydrobenzofuran-5-yl]-1-piperidyl]-2-oxo-acetyl]amino]pyridine-3-carboxamide